ClC1=NC=C(C(=N1)N1C(=NC=C1)C)F 2-chloro-5-fluoro-4-(2-methylimidazol-1-yl)pyrimidine